ClC=1C(=C(C=C(C1)Cl)NC1=NC=CC2=CC=C(C=C12)NC(CCCN1CCCCC1)=O)F N-(1-((3,5-dichloro-2-fluorophenyl)amino)isoquinolin-7-yl)-4-(piperidin-1-yl)butanamide